N[C@@H]1C2=CC=CC=C2CC12CCN(CC2)C=2NC(C1=C(N2)NN=C1C(=C)C1=CC(=NC=C1Cl)OC)=O (S)-6-(1-amino-1,3-dihydro-spiro[inden-2,4'-piperidin]-1'-yl)-3-(1-(5-chloro-2-methoxypyridin-4-yl)vinyl)-1H-pyrazolo[3,4-d]pyrimidin-4(5H)-one